ClC1=C(C=NN(C1=O)C1CCN(CC1)S(=O)(=O)N(C1=CC=CC=C1)C)NC[C@@H]1COCCC1 (R)-4-(5-chloro-6-oxo-4-(((tetrahydro-2H-pyran-3-yl)methyl)amino)pyridazin-1(6H)-yl)-N-methyl-N-phenylpiperidine-1-sulfonamide